The molecule is a benzoate that is the conjugate base of N-benzoylanthranilic acid arising from deprotonation of the carboxy group. It is a member of benzoates and an amidobenzoate. It derives from an anthranilate. It is a conjugate base of a N-benzoylanthranilic acid. C1=CC=C(C=C1)C(=O)NC2=CC=CC=C2C(=O)[O-]